Tert-butyl 4-(4,4,5,5-tetramethyl-1,3,2-dioxaborolan-2-yl)-2-(trifluoromethyl)-3,6-dihydro-2H-pyridine-1-carboxylate CC1(OB(OC1(C)C)C=1CC(N(CC1)C(=O)OC(C)(C)C)C(F)(F)F)C